((R)-3-methylpiperazin-1-yl)methanone C[C@@H]1CN(CCN1)C=O